(1S,3aR,6aS)-N-((S)-3-oxo-1-((S)-2-oxopyrrolidin-3-yl)-4-(trifluoromethoxy)butan-2-yl)-2-(5-(trifluoromethyl)-isoxazole-3-carbonyl)octahydro-cyclopenta[c]pyrrole-1-carboxamide O=C([C@H](C[C@H]1C(NCC1)=O)NC(=O)[C@H]1N(C[C@H]2[C@@H]1CCC2)C(=O)C2=NOC(=C2)C(F)(F)F)COC(F)(F)F